C(C=C)(=O)O.C1(C=CC=C1)C1C(C2C=CC=C2)O1 dicyclopentadienyl ethylene oxide acrylate